ClC1=C(C=C(C=C1)F)C1=CC=C(N=N1)NC1C[C@@H]2[C@@H](CN(C2)CC2=CC=C(C=C2)F)C1 (3aR,5s,6aS)-N-[6-(2-chloro-5-fluoro-phenyl)pyridazin-3-yl]-2-[(4-fluoro-phenyl)methyl]-3,3a,4,5,6,6a-hexahydro-1H-cyclopenta[c]pyrrol-5-amine